CS(=O)(=O)NC=1C=CC=C2CCC(OC12)C(=O)NOC1OCCCC1 8-(Methylsulfonamido)-N-((tetrahydro-2H-pyran-2-yl)oxy)chromane-2-carboxamide